N1(N=CC=C1)CCCOC1=NC2=CC=CC=C2C=N1 (3-(1H-pyrazol-1-yl)propoxy)quinazoline